ClC=1C=C(C(=NC1)NC1C(CN(CC1)C(=O)O)(C)C)[N+](=O)[O-] 4-((5-chloro-3-nitropyridin-2-yl)amino)-3,3-dimethylpiperidine-1-carboxylic acid